[Na]C1=C(C(=C(C(=O)O)C=C1)S(=O)(=O)O)C(=O)O sodiosulfoisophthalic acid